N-(5-Bromo-2-(3-(dimethylamino)propoxy)pyridin-3-yl)-4-(trifluoromethyl)benzenesulfonamide BrC=1C=C(C(=NC1)OCCCN(C)C)NS(=O)(=O)C1=CC=C(C=C1)C(F)(F)F